ClC1=C(C=CC=2C3=C(NC12)CCN(C3C)C(=O)C3=NC=C(C=N3)F)Cl [6,7-dichloro-1-methyl-1,3,4,5-tetrahydropyrido[4,3-b]indol-2-yl]-(5-fluoropyrimidin-2-yl)methanone